(R)-2-[4-(6-chloroquinoxalin-2-yloxy)phenoxy]propionic acid ClC=1C=C2N=CC(=NC2=CC1)OC1=CC=C(O[C@@H](C(=O)O)C)C=C1